trimethyl-(2-methoxyethyl)ammonium C[N+](CCOC)(C)C